Tributyl-ammonium lactate C(C(O)C)(=O)[O-].C(CCC)[NH+](CCCC)CCCC